2-methoxymethyl-p-phenylenediamine chloride [Cl-].COCC1=C(C=CC(=C1)N)N